ClC1=NC=CC=2C=3C(C4(N(C12)C)COC4)=NN(N3)C 6'-chloro-2',5'-dimethyl-2',5'-dihydrospiro[oxetane-3,4'-[1,2,3]triazolo[4,5-c][1,7]naphthyridine]